N-(4-Cyclopropylbutyl)-6-methoxy-4-(piperidin-1-yl)-1H-benzo[d]imidazole-1-carboxamide C1(CC1)CCCCNC(=O)N1C=NC2=C1C=C(C=C2N2CCCCC2)OC